C(N)(OC(CO[Si](C)(C)C(C)(C)C)C=O)=O (1-((tert-butyldimethylsilyl)oxy)-3-oxopropan-2-yl) carbamate